FC(C(=O)O)(F)F.CC1=CC2=C([N+](=CN=[N+]2[O-])[O-])C=C1 7-methyl-benzo[e][1,2,4]triazine-1,4-dioxide trifluoroacetate salt